COC(=O)C1=CC2=C(C=N1)C(=NN2CCC)C2=COC1=C2C=CC=C1 3-(benzofuran-3-yl)-1-propyl-pyrazolo[4,3-c]pyridine-6-carboxylic acid methyl ester